9-(2-cyclopropyl-2-hydroxyethoxy)-6-isopropyl-2-oxo-10-(thiazol-2-yl)-6,7-dihydro-2H-pyrido[2,1-a]isoquinoline-3-carboxylic acid C1(CC1)C(COC=1C=C2CC(N3C(C2=CC1C=1SC=CN1)=CC(C(=C3)C(=O)O)=O)C(C)C)O